O=C1N(CC2=CC(=CC=C12)O[C@@H]1[C@H](CCCC1)N1CCC(CC1)C1=CC=CC=C1)C1C(NC(CC1)=O)=O 3-(1-oxo-5-(((1S,2S)-2-(4-phenylpiperidin-1-yl)cyclohexyl)oxy)isoindolin-2-yl)piperidine-2,6-dione